CN(C)CC=1C=NC(=NC1)NC1CCC(CC1)OC1=C2C=C(N=CC2=CC(=N1)N1CCOCC1)NS(=O)(=O)C N-[5-[4-[[5-[(dimethylamino)methyl]pyrimidin-2-yl]amino]cyclohexoxy]-7-morpholino-2,6-naphthyridin-3-yl]methanesulfonamide